CC1=CC=C(C=C1)\C=C\C(=O)C1=C(C=C(C(=C1)CN1CCNCC1)OC)O 4-methyl-2'-hydroxy-4'-methoxy-5'-(piperazin-1-yl)methyl-chalcone